3-bromo-N-(3-fluoro-4-(6-(trifluoromethyl)pyridin-2-yl)benzyl)-1H-1,2,4-triazol-5-amine BrC1=NNC(=N1)NCC1=CC(=C(C=C1)C1=NC(=CC=C1)C(F)(F)F)F